C1(CC1)CN1CC(CCC1)C1CCC(C1O)O 5-(1-(cyclopropylmethyl)piperidin-3-yl)cyclopentane-1,2-diol